ClC(=O)N1N=C(C2=NC=C(C=C21)COC2=CC=C(C=C2)C(CC(=O)OC)C)C2=CC=CC=C2 methyl 3-(4-((1-(chlorocarbonyl)-3-phenyl-1H-pyrazolo[4,3-b]pyridin-6-yl)methoxy)phenyl)butanoate